2,2,6,6-tetramethylheptane-3,5-dionate silver(I) [Ag+].CC(C(=O)[O-])(C(CC(C(C)(C)C)=O)=O)C